2-(5-(benzo[d]thiazol-2-yl)-2-methylphenyl)-N4-(5-cyclopropyl-1H-pyrazol-3-yl)quinazoline-2,4-diamine S1C(=NC2=C1C=CC=C2)C=2C=CC(=C(C2)C2(NC1=CC=CC=C1C(=N2)NC2=NNC(=C2)C2CC2)N)C